OCCN1N=CC(=C1)C#N 1-(2-hydroxyethyl)-1H-pyrazole-4-carbonitrile